1-(2,2,2-trifluoroethyl)-5,6-dihydropyrrolo[2,1-a]isoquinoline-9-carboxamide FC(CC=1C=CN2C1C1=CC(=CC=C1CC2)C(=O)N)(F)F